[Br-].[Br-].FC(C1=CC=C(C=C1)C1=C[N+]2=C(C3=[N+]1C=CC=C3)C=CC=C2)(F)F 6-[4-(trifluoromethyl)phenyl]dipyrido[1,2-a:2',1'-c]pyrazine-5,8-diium dibromide